C(N)(=O)C=1C=NC=CC1C=1C=C(NC1C1=CC=C(C=C1)F)C1CCN(CC1)C(=O)OC(C)(C)C tert-Butyl 4-(4-(3-carbamoylpyridin-4-yl)-5-(4-fluorophenyl)-1H-pyrrol-2-yl)piperidine-1-carboxylate